C1(CC1)C1=NN(C=N1)C1CC2(CN(C2)C(=O)N2CC(C2)C=2C=NC(=CC2)N2C[C@@](CC2)(C(F)(F)F)O)C1 [6-(3-cyclopropyl-1,2,4-triazol-1-yl)-2-azaspiro[3.3]heptan-2-yl]-[3-[6-[(3S)-3-hydroxy-3-(trifluoromethyl)pyrrolidino]-3-pyridinyl]azetidin-1-yl]methanone